2-(3,4-dimethoxyphenyl)-3-methyl-5-(1-((1-methyl-1H-indol-2-yl)methyl)piperidin-4-yl)-1H-indole COC=1C=C(C=CC1OC)C=1NC2=CC=C(C=C2C1C)C1CCN(CC1)CC=1N(C2=CC=CC=C2C1)C